N'-isopropyl-N'-[[2-(trifluoromethyl)phenyl]methyl]oxamide C(C)(C)N(C(C(N)=O)=O)CC1=C(C=CC=C1)C(F)(F)F